The molecule is a polyprenyl glycosyl phosphate having dolichyl as the polyprenyl component and beta-D-glucose as the glycosyl component. It has a role as a human metabolite and a mouse metabolite. It is a dolichol phosphate and a polyprenyl glycosyl phosphate. It is a conjugate acid of a dolichyl beta-D-glucosyl phosphate(1-). CC(CC/C=C(/C)\\CC/C=C(\\C)/CC/C=C(\\C)/CCC=C(C)C)CCOP(=O)(O)O[C@H]1[C@@H]([C@H]([C@@H]([C@H](O1)CO)O)O)O